2-(3-Ethylphenyl)-3-phenyl-2H-indazole C(C)C=1C=C(C=CC1)N1N=C2C=CC=CC2=C1C1=CC=CC=C1